(3R)-N-[2,4-difluoro-3-(8-methyl-2-methylsulfanyl-7-oxopyrido[2,3-d]pyrimidin-6-yl)phenyl]-3-fluoropyrrolidine-1-sulfonamide FC1=C(C=CC(=C1C1=CC2=C(N=C(N=C2)SC)N(C1=O)C)F)NS(=O)(=O)N1C[C@@H](CC1)F